(S)-2-((2-(2,6-difluoro-4-(methylcarbamoyl)phenyl)-6-methyl-6H-imidazo[1,2-a]pyrrolo[3,2-d]pyridin-3-yl)methyl)morpholine-4-carboxylic acid methyl ester COC(=O)N1C[C@@H](OCC1)CC1=C(N=C2N1C=C1C(=C2)C=CN1C)C1=C(C=C(C=C1F)C(NC)=O)F